1-(naphthalen-2-yl)cyclobutane-1-ol C1=C(C=CC2=CC=CC=C12)C1(CCC1)O